CC1CN(CCN(C1)C1=CC=CC(=N1)C(=O)NC1=CC=NC=C1)C1CCN(CC1)C(C)C 6-{6-Methyl-4-[1-(propan-2-yl)piperidin-4-yl]-1,4-diazepan-1-yl}-N-(pyridin-4-yl)pyridine-2-carboxamide